N-(2,3-dihydro-1,4-benzoxazin-4-yl)-7-fluoro-4-(3-methoxyazetidin-1-yl)-8-(2,3,5-trifluorophenyl)quinoline-3-carboxamide O1CCN(C2=C1C=CC=C2)NC(=O)C=2C=NC1=C(C(=CC=C1C2N2CC(C2)OC)F)C2=C(C(=CC(=C2)F)F)F